(3-Aminopropylamino)-10-methyl-12H-thiochromeno[2,3-c]Quinolin-12-one NCCCNC1=C2C3=C(C=NC2=CC=C1)SC=1C=CC(=CC1C3=O)C